5-guanidino-2-(4-vinylbenzyl)-2H-tetrazole N(C(=N)N)C=1N=NN(N1)CC1=CC=C(C=C1)C=C